Methyl 2-(4-amino-1-(1-(methylsulfonyl)piperidin-4-yl)-1H-pyrazolo[3,4-d]pyrimidin-3-yl)-1H-indole-6-carboxylate NC1=C2C(=NC=N1)N(N=C2C=2NC1=CC(=CC=C1C2)C(=O)OC)C2CCN(CC2)S(=O)(=O)C